BrC=1N=C(N2C1C(=CC(=C2)S(=O)(=O)NC2(COC2)C#N)Cl)C=2SC(=NN2)C(F)F 1-bromo-8-chloro-N-(3-cyanooxetan-3-yl)-3-(5-(difluoromethyl)-1,3,4-thiadiazole-2-yl)imidazo[1,5-a]pyridine-6-sulfonamide